(isobutyl-(tetrahydro-2H-pyran-4-yl)amino)-2-methyl-5-nitrobenzoic acid C(C(C)C)N(C1CCOCC1)C=1C(=C(C(=O)O)C=C(C1)[N+](=O)[O-])C